FC(C1=NN(C(=C1)C(F)F)CC(=O)N1CCC(CC1)C=1SC=C(N1)C1=NO[C@@H](C1)C1=C(C=CC=C1Cl)CS(=O)(=O)[O-])F 2-{(5S)-3-[2-(1-{[3,5-bis(difluoromethyl)-1H-pyrazole-1-yl]acetyl}piperidin-4-yl)-1,3-thiazol-4-yl]-4,5-dihydro-1,2-oxazol-5-yl}-3-chlorophenylmethanesulfonate